methyl (3aR,6aR)-3a-(3-(4,4,5,5-tetramethyl-1,3,2-dioxaborolan-2-yl)propyl)hexahydropyrrolo[3,4-b]pyrrole-6a(1H)-carboxylate CC1(OB(OC1(C)C)CCC[C@@]12[C@@](NCC1)(CNC2)C(=O)OC)C